4-bromo-2,7-dichlorophenanthrene BrC1=CC(=CC=2C=CC3=CC(=CC=C3C12)Cl)Cl